2,5-dibromo-3,4-dicyano-1-phenylpyrrole BrC=1N(C(=C(C1C#N)C#N)Br)C1=CC=CC=C1